4-(6-(6-((6-methoxypyridin-3-yl)methyl)-3,6-diazabicyclo[3.1.1]heptan-3-yl)pyridin-3-yl)pyrazolo[1,5-a]pyridine-3-carbonitrile COC1=CC=C(C=N1)CN1C2CN(CC1C2)C2=CC=C(C=N2)C=2C=1N(C=CC2)N=CC1C#N